(5-(3,5-dichlorophenyl)-5-(trifluoromethyl)-4,5-dihydroisoxazol-3-yl) phenyl-3-chlorobenzenesulfonate C1(=CC=CC=C1)C1=C(C=CC=C1Cl)S(=O)(=O)OC1=NOC(C1)(C(F)(F)F)C1=CC(=CC(=C1)Cl)Cl